1-(7-(((4,4-difluorocyclohexyl)methyl)amino)-3,4-dihydroisoquinolin-2(1H)-yl)prop-2-en-1-one FC1(CCC(CC1)CNC1=CC=C2CCN(CC2=C1)C(C=C)=O)F